N,N',1-trimethyl-N-[4-(trifluoromethoxy)phenyl]-6-vinylindazole-3-carboxamidine CN(C(=NC)C1=NN(C2=CC(=CC=C12)C=C)C)C1=CC=C(C=C1)OC(F)(F)F